FC=1C(=CC(=C(C(=O)OC)C1)O[C@H](C(F)(F)F)C)N1N=C(C(=C1)C)[C@@H](C)O |o1:24| methyl 5-fluoro-4-(3-((R*)-1-hydroxy ethyl)-4-methyl-1H-pyrazol-1-yl)-2-(((S)-1,1,1-trifluoropropan-2-yl)oxy)benzoate